CC(C=O)(C)N1N=CC(=C1)C 2-methyl-2-(4-methylpyrazol-1-yl)propan-1-one